NC1=NC=2C=CC(=CC2C2=C1C(OC2)C)C(=O)N(C2C(C2)C(F)(F)F)CC2=NC=C(C=C2)C#C 4-amino-N-((5-ethynylpyridin-2-yl)methyl)-3-methyl-N-(2-(trifluoromethyl)cyclopropyl)-1,3-dihydrofuro[3,4-c]quinoline-8-carboxamide